CC1(OB(OC1(C)C)C=1CC2(C1)CN(CC2)C(=O)OC(C)(C)C)C tert-butyl 2-(4,4,5,5-tetramethyl-1,3,2-dioxaborolan-2-yl)-6-azaspiro[3.4]oct-2-ene-6-carboxylate